FC(C(C(=O)N1C[C@H]2OC3=C([C@@H]1C2)C=NC=C3C#CC=3C=NC(=NC3)C(F)(F)F)(C)C)F 3,3-difluoro-2,2-dimethyl-1-((2S,5S)-9-((2-(trifluoromethyl)pyrimidin-5-yl)ethynyl)-2,3-dihydro-2,5-methanopyrido[3,4-f][1,4]oxazepin-4(5H)-yl)propan-1-one